ClC=1C=C(C(=O)NC2=C(C=C(C(=C2)C=2C=NC(=NC2)N2CCOCC2)F)N2C[C@H](N([C@H](C2)C)C)C)C=CC1 |r| 3-chloro-N-[4-fluoro-5-(2-morpholin-4-ylpyrimidin-5-yl)-2-[rac-(3R,5S)-3,4,5-trimethylpiperazin-1-yl]phenyl]benzamide